C1(=CC=C(C=C1)C=1OC2=C(C(N1)=O)C=CC=C2)C=2OC1=C(C(N2)=O)C=CC=C1 2,2'-p-phenylenebis(1,3-benzoxazine-4-one)